N1C=CC2=C(C=CC=C12)C1=C(C=C(N=N1)NC=1N=CC(=NC1)C#N)NCC1CCNCC1 5-(6-(1H-indol-4-yl)-5-(piperidin-4-ylmethylamino)pyridazin-3-ylamino)pyrazine-2-carbonitrile